N1N=CC=C1C1=C(C=CC=C1)O (1H-pyrazol-5-yl)phenol